tert-butyl (3S,4S)-3-methoxy-4-methyl-pyrrolidine-1-carboxylate CO[C@@H]1CN(C[C@@H]1C)C(=O)OC(C)(C)C